ClC=1C=C2C(NC(=NC2=CC1)C1=C(C=CC(=C1)Cl)O)=O 6-chloro-2-(5-chloro-2-hydroxy-phenyl)-3H-quinazolin-4-one